[Na+].S(=O)(=O)([O-])S(=O)[O-].[K+] potassium metabisulfite, sodium salt